FC=1C2=C([Se]C1C(=O)NC1(COC1)C(=O)O)C=C(C(=C2)OC)OC 3-(3-fluoro-5,6-dimethoxybenzo[b]selenophene-2-carboxamido)oxetane-3-carboxylic acid